(R)-3-(3-(6-(2-((1-(1,3-Dihydroxypropan-2-yl)-3-methoxy-1H-pyrazol-4-yl)amino)pyrimidin-4-yl)pyridin-2-yl)isoxazol-5-yl)-3-hydroxy-1-methylpyrrolidin-2-one OCC(CO)N1N=C(C(=C1)NC1=NC=CC(=N1)C1=CC=CC(=N1)C1=NOC(=C1)[C@]1(C(N(CC1)C)=O)O)OC